5-Fluoro-N2-[4-methyl-3-(N-propionylaminosulfonyl)phenyl]-N4-[4-(2-propynyloxy)phenyl]-2,4-pyrimidinediamine Choline Salt OCC[N+](C)(C)C.FC=1C(=NC(=NC1)NC1=CC(=C(C=C1)C)S(=O)(=O)NC(CC)=O)NC1=CC=C(C=C1)OCC#C